methoxymethyl-N-isopropylpyrrolidine COCC1N(CCC1)C(C)C